2,3,6,7-tetrahydro-1,4-oxazepine O1CCN=CCC1